CN(C/C=C/C(=O)N1CC(C1)(C(=O)N1CCC(CC1)N1N=CC(=C1C)C=1C=C(C=2N(C1)N=CC2C#N)OC)C)C (E)-6-(1-(1-(1-(4-(dimethylamino)but-2-enoyl)-3-methylazetidine-3-carbonyl)piperidin-4-yl)-5-methyl-1H-pyrazol-4-yl)-4-methoxypyrazolo[1,5-a]pyridine-3-carbonitrile